1-Butyl-3-(9-methyl-8,10-dioxo-7,9-diazadispiro[3.1.46.14]undecan-2-yl)urea C(CCC)NC(=O)NC1CC2(C1)CC1(NC(N(C1=O)C)=O)C2